6-(4-cyano-2-methoxyphenyl)-5-ethoxy-8-methyl-6,9-dihydrothieno[3,2-h][1,6]naphthyridine-7-carboxylic acid C(#N)C1=CC(=C(C=C1)C1C(=C(NC=2C3=C(N=C(C12)OCC)C=CS3)C)C(=O)O)OC